COC=1C=C(C=CC1OC)N(C(=O)C=1C=CC=2N(C1)C(=CN2)C=2C=CC(=NC2)NC(OC)=O)C methyl N-[5-[6-[(3,4-dimethoxyphenyl)-methyl-carbamoyl] imidazo[1,2-a]pyridin-3-yl]-2-pyridyl]carbamate